FC1=C(C(=CC=C1)F)NC(=O)C=1SC(=CC1)C=1C(=CC2=C(N=CS2)C1)C N-(2,6-difluorophenyl)[5-(6-methylbenzothiazol-5-yl)(2-thienyl)]carboxamide